5-(2-(cyclopropyl-methyl)-1-(3-morpholinobicyclo[1.1.1]-pentan-1-yl)-1H-imidazol-4-yl)-3-(tri-fluoromethoxy)pyridin-2-amine C1(CC1)CC=1N(C=C(N1)C=1C=C(C(=NC1)N)OC(F)(F)F)C12CC(C1)(C2)N2CCOCC2